O1COC2=C1C=CC(=C2)NC2=C1C(=NC=C2Br)NC(=N1)C1=C(N(C(=C1)C)C=1C=C(C=CC1)S(=O)(=O)N)C 3-(3-(7-(benzo[d][1,3]dioxol-5-yl-amino)-6-bromo-3H-imidazo[4,5-b]pyridin-2-yl)-2,5-dimethyl-1H-pyrrol-1-yl)benzenesulfonamide